OC(C(=O)O)C(C(=O)O)O 2,3-Dihydroxybutanedioic acid